SCCCC=1C=C(C=CC1OC1=CC(=CC=C1)S)CC1=CC(=C(C=C1)OC1=CC(=CC=C1)S)CCCS bis[3-(3-mercaptopropyl)-4-(3-mercaptophenoxy)phenyl]methane